5-methyl-3-(prop-1-en-2-yl)isoxazole CC1=CC(=NO1)C(=C)C